C(C#CC)(=O)NC=1C(=NN(C1)C(C)C)C1=NC=2C(=NC=CC2C2=CC(=C(CNC(=O)C3=NC(=NO3)C(C)(C)C)C=C2)Cl)N1 N-(4-(2-(4-(But-2-ynamido)-1-isopropyl-1H-pyrazol-3-yl)-3H-imidazo[4,5-b]pyridin-7-yl)-2-chlorobenzyl)-3-(tert-butyl)-1,2,4-oxadiazole-5-carboxamide